C(C)(C)(C)N(C(O)=O)C(C)(C)C1=NC=C2N1C=CC=C2SCC(C)C.C(C)(C)(C)N2[C@H](C[C@H](C2)OS(=O)(=O)C2=CC=C(C=C2)C)C 1-tert-butyl-2-methyl-(2S,4R)-4-[(4-methylbenzenesulfonyl)oxy]Pyrrolidine tert-Butyl-(2-(8-(isobutylthio)imidazo[1,5-a]pyridin-3-yl)propan-2-yl)carbamate